Methoxypropyl Alcohol COCCCO